C(C)OC=1C(=CC=C2C(CCOC12)NC(C=C)=O)OC=1C=NC(=CC1)C(F)(F)F N-(8-ethoxy-7-[{6-(trifluoromethyl)pyridin-3-yl}oxy]chroman-4-yl)acrylamide